S(=O)(=O)(ON1[C@@H]2CC[C@H](N(C1=O)C2)C(NS(=O)(=O)C2=CC=NC=C2)=N)O (2S,5R)-7-oxo-2-(N-(pyridin-4-ylsulfonyl) carbamimidoyl)-1,6-diazabicyclo[3.2.1]octan-6-yl hydrogen sulfate